C(CCCCC)C1C2C=CC(C1)C2 5-(hexyl)bicyclo[2.2.1]hept-2-ene